(R)-4-(4-aminophenyl)-1-methyl-pyrrolidin-2-one NC1=CC=C(C=C1)[C@H]1CC(N(C1)C)=O